C(=C)[Si](O[Si](C=C)(C)C)(C)C.[Pt] platinum 1,3-divinyl-tetramethyl-disiloxane